2-vinylthio-6-ethoxybenzoxazole C(=C)SC=1OC2=C(N1)C=CC(=C2)OCC